ClC1=C(C=CC=C1C1=CC=C(C(=N1)OC)CN1CC(C1)(C(=O)O)C)C1=C(C(=CC=C1)NC=1C2=C(N=C(N1)C)C=CC=N2)Cl 1-((6-(2,2'-dichloro-3'-((2-methylpyrido[3,2-d]pyrimidin-4-yl)amino)-[1,1'-biphenyl]-3-yl)-2-methoxypyridin-3-yl)methyl)-3-methylazetidine-3-carboxylic acid